2-cyclohexyl-1-(4-(5-phenyl-4,5-dihydro-1H-pyrazole-1-carbonyl)piperidin-1-yl)ethanone C1(CCCCC1)CC(=O)N1CCC(CC1)C(=O)N1N=CCC1C1=CC=CC=C1